1-(4-(4-(5-(2,6-difluorophenyl)-4,5-dihydroisoxazol-3-yl)thiazol-2-yl)piperidin-1-yl)-2-((6-(trifluoromethyl)pyrazin-2-yl)oxy)ethan-1-one FC1=C(C(=CC=C1)F)C1CC(=NO1)C=1N=C(SC1)C1CCN(CC1)C(COC1=NC(=CN=C1)C(F)(F)F)=O